OC1=C(C(N(C1)CC1=CC(=C(OC(C(=O)O)(C)C)C(=C1)C)C)=O)C1=CC=C(C=C1)C(F)(F)F 2-(4-((4-Hydroxy-2-oxo-3-(4-(trifluoromethyl)phenyl)-2,5-dihydro-1H-pyrrol-1-yl)methyl)-2,6-dimethylphenoxy)-2-methylpropanoic acid